(S,E)-1-((1-((4-((2,4-Difluorobenzyl)oxy)-5,6-difluoro-1H-benzo[d]imidazol-2-yl)methyl)-2-oxo-1,2-dihydropyridin-3-yl)amino)-7-(dimethylamino)-1,7-dioxohept-5-en-2-yl-dimethylcarbamat FC1=C(COC2=C(C(=CC=3NC(=NC32)CN3C(C(=CC=C3)NC([C@@H](CC\C=C\C(=O)N(C)C)CN(C([O-])=O)C)=O)=O)F)F)C=CC(=C1)F